(4E,8E)-11-((R)-6-((tert-butyldimethylsilyl)oxy)-2,5,7,8-tetramethylchroman-2-yl)-4,8-dimethylundeca-4,8-dien-1-ol [Si](C)(C)(C(C)(C)C)OC=1C(=C2CC[C@@](OC2=C(C1C)C)(C)CC/C=C(/CC/C=C(/CCCO)\C)\C)C